ClC1=C(C(=CC=C1Cl)O)[C@@H]1CC[C@@H]2N(C(CNC2)=O)C1 (7S,9aS)-7-(2,3-dichloro-6-hydroxyphenyl)-octahydropyrido[1,2-a]pyrazin-4-one